(8R)-2-(2-(6-azaspiro[3.4]octan-1-yloxy)pyridin-4-yl)-8-phenyl-7,8-dihydro-6H-pyrrolo[2',1':2,3]imidazo[4,5-b]pyridine C1(CCC12CNCC2)OC2=NC=CC(=C2)C2=CC=C1C(=N2)N2C(=N1)CC[C@@H]2C2=CC=CC=C2